S1(CCCC1)(=O)=O thiolane dioxide